1,4-diazabutantriene N=C=C=N